N,2-dimethyl-2-propylamine CNC(C)(C)C